The molecule is pentaanion of (S)-methylmalonyl-CoA arising from deprotonation of phosphate, diphosphate and carboxylic acid functions. It has a role as a human metabolite. It is a conjugate base of a (S)-methylmalonyl-CoA. C[C@@H](C(=O)[O-])C(=O)SCCNC(=O)CCNC(=O)[C@@H](C(C)(C)COP(=O)([O-])OP(=O)([O-])OC[C@@H]1[C@H]([C@H]([C@@H](O1)N2C=NC3=C(N=CN=C32)N)O)OP(=O)([O-])[O-])O